FC1=C2C=CN(C2=C(C=C1)C)C1=CC(=CC=C1)N1CCC(CC1)NC 4-fluoro-7-methyl-N-(3-(4-(methylamino)piperidin-1-yl)phenyl)-1H-indole